FC([C@@H]1O[C@@H]([C@H]([C@@H]([C@@H]1O)O)O)CO)(C1=CC=C(C=C1)[N+](=O)[O-])F (2R,3S,4S,5S,6R)-2-(difluoro(4-nitrophenyl)methyl)-6-(hydroxymethyl)tetrahydro-2H-pyran-3,4,5-triol